S1C(=NC2=C1C=CC=C2)N2CCN(CC2)CCCCOC2=CC=C1CCC(NC1=C2)=O 7-(4-(4-(benzo[d]thiazol-2-yl)piperazin-1-yl)butoxy)-3,4-dihydroquinolin-2(1H)-one